COC(=O)C=1N=C(NC1C1=CSC=C1)C1=CC=CC=C1 2-phenyl-5-(thiophen-3-yl)-1H-imidazole-4-carboxylic acid methyl ester